4H-[1,2,4]Triazole N=1N=CNC1